3-amino-6-bromo-2,3-dihydrobenzo[b]thiophene-1,1-dioxide NC1C2=C(S(C1)(=O)=O)C=C(C=C2)Br